ClC1=NC=CC(=C1)CNC(=O)N[C@H]1[C@@H](C1)C1=CC=CC=C1 1-[(2-chloropyridin-4-yl)methyl]-3-[(1R,2S)-2-phenylcyclopropyl]urea